2-(6-methylpyrimidin-4-yl)-N-tetrahydropyran-4-yl-1H-pyrrolo[3,2-c]Pyridin-6-amine CC1=CC(=NC=N1)C1=CC=2C=NC(=CC2N1)NC1CCOCC1